N-(4-tert-butylphenyl)glycine C(C)(C)(C)C1=CC=C(C=C1)NCC(=O)O